4-(4-aminoisoindoline-2-carbonyl)-5-(benzyloxy)-1,3-phenylenebis(4-toluenesulfonate) NC1=C2CN(CC2=CC=C1)C(=O)C1=C(C=C(C=C1OCC1=CC=CC=C1)CC1=CC=C(C=C1)S(=O)(=O)[O-])CC1=CC=C(C=C1)S(=O)(=O)[O-]